1-Ethyl-N-((1S)-(6-(((5R)-2-oxo-5-(trifluoromethyl)piperidin-3-yl)methyl)imidazo[1,2-b]pyridazin-2-yl)(spiro[3.3]heptan-2-yl)methyl)-1H-pyrazole-5-carboxamide C(C)N1N=CC=C1C(=O)N[C@@H](C1CC2(C1)CCC2)C=2N=C1N(N=C(C=C1)CC1C(NC[C@@H](C1)C(F)(F)F)=O)C2